2-(furan-3-yl)-6-methyl-N-(3-(4-[5-(propan-2-yloxy)pyrazin-2-yl]phenyl)propyl)thieno[2,3-d]pyrimidin-4-amine O1C=C(C=C1)C=1N=C(C2=C(N1)SC(=C2)C)NCCCC2=CC=C(C=C2)C2=NC=C(N=C2)OC(C)C